C(#N)C(CCC(=O)O)(C)SC(=S)SCCCCCCCCCCCC 4-cyano-4-(dodecyl-thio-thiocarbonyl)sulfanyl-pentanoic acid